O.S(=O)(=O)(O)O monosulfate hydrate